(R)-2-((1-(2-cyano-7-methyl-3-(4-phenylpiperazin-1-yl)quinoxalin-5-yl)ethyl)amino)benzoic acid C(#N)C1=NC2=CC(=CC(=C2N=C1N1CCN(CC1)C1=CC=CC=C1)[C@@H](C)NC1=C(C(=O)O)C=CC=C1)C